5-[(7R)-1-fluoro-3-hydroxy-7-{[(1-methyl-1H-pyrrol-3-yl)methyl]amino}-5,6,7,8-tetrahydronaphthalen-2-yl]-1λ6,2,5-thiadiazolidine-1,1,3-trione FC1=C(C(=CC=2CC[C@H](CC12)NCC1=CN(C=C1)C)O)N1CC(NS1(=O)=O)=O